C(C)(C)(C)C=1NOC2=C(C1)C=CC=C2 tert-butylbenzoxazine